NC1=NN2C(C=CC(=C2)C=2C=C(C(=NC2)C)NC(=O)N2OCC[C@H]2C=2OC=CC2)=N1 (S)-N-(5-(2-amino-[1,2,4]triazolo[1,5-a]pyridin-6-yl)-2-methylpyridin-3-yl)-3-(furan-2-yl)isoxazolidine-2-carboxamide